O=C1[C@@H](N2CCC1C2)COP(=O)(OC2=CC=CC=C2)N[C@@H](C)C(=O)OC(C)C isopropyl ((((2S)-3-oxo-1-azabicyclo[2.2.1]heptan-2-yl)methoxy)(phenoxy)phosphoryl)-L-alaninate